CC(C)NC(O[C@H]1C[C@H](CC1)C1=CC(=NN1)NC(CC=1SC=C(N1)C)=O)=O (1R,3S)-3-(3-{[(4-methyl-1,3-thiazol-2-yl)acetyl]-amino}-1H-pyrazol-5-yl)cyclopentyl propan-2-ylcarbamate